C(CCCCCCCCCCCCCCC)(=O)OCC[N+](C)(CCO)CCOC(CCCCCCCCCCCCCCC)=O Bis-(palmitoyloxyethyl)hydroxyethyl-methyl-ammonium